C(C1=CC=CC=C1)OC(=O)NC12CC(C1)(C2)N2C(N1[C@@H]([C@H](N(CC1)C(=O)OC(C)(C)C)C(=O)OC)C2=O)=O 7-(tert-butyl) 8-methyl (8S,8aS)-2-(3-(((benzyloxy)carbonyl)amino)bicyclo[1.1.1]pentan-1-yl)-1,3-dioxohexahydroimidazo[1,5-a]pyrazine-7,8(1H)-dicarboxylate